5-(5-fluoro-6-methoxypyridin-3-yl)phenol FC=1C=C(C=NC1OC)C=1C=CC=C(C1)O